N-(6-amino-5-methyl-3-pyridyl)-2-[(2R,4S,5R)-4-isopropoxy-5-methyl-2-phenyl-1-piperidyl]-2-oxo-acetamide NC1=C(C=C(C=N1)NC(C(=O)N1[C@H](C[C@@H]([C@@H](C1)C)OC(C)C)C1=CC=CC=C1)=O)C